(R)-N-(2-(4-Cyanothiazolidin-3-yl)-2-oxoethyl)-6-(3-ethoxy-3-methyl-azetidin-1-yl)quinoline-4-carboxamide C(#N)[C@H]1N(CSC1)C(CNC(=O)C1=CC=NC2=CC=C(C=C12)N1CC(C1)(C)OCC)=O